5-aminotetrazole acetate C(C)(=O)O.NC1=NN=NN1